C1(CC2C(CC1)O2)CC[Si](OCCC)(OCCC)OCCC (3,4-epoxycyclohexyl)ethyl-tripropoxysilane